4-Benzyl-1-(tert-butoxycarbonyl)piperidine C(C1=CC=CC=C1)C1CCN(CC1)C(=O)OC(C)(C)C